(S)-(6-cyclopropylpyrazolo[1,5-a]pyridin-3-yl)(4-(4-fluoropyrazolo[1,5-a]pyridin-2-yl)-6,7-dihydro-1H-imidazo[4,5-c]pyridin-5(4H)-yl)methanone C1(CC1)C=1C=CC=2N(C1)N=CC2C(=O)N2[C@@H](C1=C(CC2)NC=N1)C1=NN2C(C(=CC=C2)F)=C1